N-(2,3-dimethylaminopropyl)-3-ethylcarbodiimide hydrochloride Cl.CNC(CN=C=NCC)CNC